(3S)-1-(6-methyl-3-pyridyl)piperidin-3-amine CC1=CC=C(C=N1)N1C[C@H](CCC1)N